(S)-4-bromo-3-hydroxybutyric acid ethyl ester C(C)OC(C[C@@H](CBr)O)=O